γ-butylphosphine CCC(C)P